C1(=CC(=CC=C1)C1=NNC=C1)C 3-(m-tolyl)pyrazole